C(C)(C)(C)OC(NCCCCOCC=C)=O (4-(allyloxy)butyl)carbamic acid tert-butyl ester